N[N+]1=CC(=C(C(=C1)OC)Cl)Br 1-amino-3-bromo-4-chloro-5-methoxypyridine-1-ium